BrC=1C=C(C=CC1F)N(C(CC(=O)OC)=O)C1=C(C=CC=C1C)C(C)C methyl 3-((3-bromo-4-fluorophenyl) (2-isopropyl-6-methylphenyl) amino)-3-oxopropionate